OC1OCCC(C1)NC1=NC(=NC=C1C)NC1=CC2=C(B(OC2)O)C=C1 5-((4-((2-hydroxytetrahydro-2H-pyran-4-yl)amino)-5-methylpyrimidin-2-yl)amino)benzo[c][1,2]oxaborole-1(3H)-ol